1-((1R,5S,6S)-6-((3-methyl-6-(1-methyl-1H-pyrazol-4-yl)pyrazolo[1,5-a]pyrazin-4-yl)oxy)-3-azabicyclo[3.2.0]heptan-3-yl)prop-2-en-1-one CC=1C=NN2C1C(=NC(=C2)C=2C=NN(C2)C)O[C@@H]2[C@@H]1CN(C[C@@H]1C2)C(C=C)=O